1-((1r,3s)-5-acetyl-5-azaspiro[2.5]oct-1-yl)-3-(5-chloro-4-(5,5-dimethyl-5,6-dihydro-4H-pyrrolo[1,2-b]pyrazol-3-yl)pyridin-2-yl)urea C(C)(=O)N1C[C@@]2(C[C@H]2NC(=O)NC2=NC=C(C(=C2)C2=C3N(N=C2)CC(C3)(C)C)Cl)CCC1